FC=1C=C2C(C(=CN(C2=CC1N1[C@H](CCC1)COC1=NC=CC=C1OC)C1=CC=CC=C1)C(=O)O)=O (R)-6-fluoro-7-(2-(((3-methoxy-pyridin-2-yl)oxy)methyl)pyrrolidin-1-yl)-4-oxo-1-phenyl-1,4-dihydro-quinoline-3-carboxylic acid